ClC1(OC(OC1(C(F)(F)F)Cl)(F)F)C(F)(F)F 4,5-dichloro-2,2-difluoro-4,5-bis(trifluoromethyl)-1,3-dioxolane